OC(=O)C(F)(F)F.C(C1=CC=CC=C1)OC(=O)C(CCCCCC)C Octane-7-carboxylic acid benzyl ester TFA salt